di(isononyl)hexyl-cyclohexane C(CCCCCC(C)C)C1(CCC(CC1)CCCCCC)CCCCCCC(C)C